3-chloro-7-(2-fluoro-5-(trifluoromethyl)phenyl)-2-methylbenzo[4,5]thieno[2,3-b]pyridin ClC=1C=C2C(=NC1C)SC1=C2C=CC(=C1)C1=C(C=CC(=C1)C(F)(F)F)F